2-(7-cyano-3-fluoropyrazolo[1,5-a]pyridin-4-yl)-5-methyl-2,3,4,5-tetrahydro-1H-pyrrole C(#N)C1=CC=C(C=2N1N=CC2F)C2NC(CC2)C